2-[4-(1-Methyl-6,2'-dioxo-1,6,1',2'-tetrahydro-[4,4']bipyridinyl-3-yl)-pyrazol-1-yl]-benzonitrile CN1C=C(C(=CC1=O)C1=CC(NC=C1)=O)C=1C=NN(C1)C1=C(C#N)C=CC=C1